Cl.FC1=CC=C(C=C1)NC(=O)C=1C(CNCC1O)=O N-(4-fluorophenyl)-5-hydroxy-3-oxo-1,2,3,6-tetrahydropyridine-4-carboxamide hydrochloride